(1aS,5aS)-2-(2,4-Difluoro-phenyl)-1a,2,5,5a-tetrahydro-1H-2,3-diaza-cyclopropa[a]pentalene-4-carboxylic acid ((S)-2-hydroxy-1-methyl-ethyl)-amide OC[C@H](C)NC(=O)C=1C=2C[C@H]3[C@@H](C2N(N1)C1=C(C=C(C=C1)F)F)C3